2-(2-Chlorobenzyl)-4-(3,4-dichlorophenyl)imidazole ClC1=C(CC=2NC=C(N2)C2=CC(=C(C=C2)Cl)Cl)C=CC=C1